1-Undecyl-1-butylpyrrolidinium cyanid [C-]#N.C(CCCCCCCCCC)[N+]1(CCCC1)CCCC